CN(C1=C2C=CC=NC2=C(C=C1)NC(C1=NC=CC=C1)=O)CCCNC(C1=NC=CC=C1)=O N-(5-(methyl(3-(picolinamido)propyl)amino)quinolin-8-yl)picolinamide